C(C)(C)C1=C(C=C(C=C1)\C=C\C1=CC=NN1C)O (E)-2-isopropyl-5-[2-(1-methyl-1H-pyrazol-5-yl)vinyl]phenol